methyl (E)-3-fluoro-2-(2-(hydroxyimino) ethyl)-4,5-dimethoxy-6-methylbenzoate FC=1C(=C(C(=O)OC)C(=C(C1OC)OC)C)C/C=N/O